C(C)OC(=O)C1CC2=CC(=CC(=C2C1)C#N)NC(=O)OC(C)(C)C 6-(tert-Butoxycarbonylamino)-4-cyano-indan-2-carboxylic acid ethyl ester